CN(C(=O)C=1N=C(N(C1)COCC[Si](C)(C)C)CNC)C N,N-dimethyl-2-((methylamino)methyl)-1-((2-(trimethylsilyl)ethoxy)methyl)-1H-imidazole-4-carboxamide